F[P-](F)(F)(F)(F)F.[NH2+]1N=[N+](C2=NC=CC=C21)[O-] 1H-[1,2,3]Triazolo[4,5-b]Pyridinium 3-oxide hexafluorophosphate